BrC=1C(=CC=2C3=C(C(=NC2C1F)N1CC(C1)N(C)C)N=CN3[C@@H]3C[C@H](N(CC3)C(=O)OC(C)(C)C)C(=O)OC)Cl 1-(tert-butyl) 2-methyl (2S,4S)-4-(7-bromo-8-chloro-4-(3-(dimethyl-amino)azetidin-1-yl)-6-fluoro-1H-imidazo[4,5-c]quinolin-1-yl)piperidine-1,2-dicarboxylate